perhydrodioxaphosphocin sodium salt [Na].O1OPCCCCC1